CN(N=CCC1=C(C=CC=C1)Cl)C (2-chlorophenyl)acetaldehyde dimethyl hydrazone